[N+](=O)([O-])C1=C(C=CC=C1)C1=C(N=C(O1)C1=CC=C(C=C1)C(F)(F)F)C(=O)NCCN1CCCC1 (2-nitrophenyl)-N-(2-(pyrrolidin-1-yl)ethyl)-2-(4-(trifluoromethyl)phenyl)oxazole-4-carboxamide